NCC(CNCCC(=O)O)(C)C 3-((3-amino-2,2-dimethylpropyl)amino)propanoic acid